3-methyl-5-(4-oxo-4-phenylbutylamino)benzofuran-2-carboxylic acid ethyl ester C(C)OC(=O)C=1OC2=C(C1C)C=C(C=C2)NCCCC(C2=CC=CC=C2)=O